5-(2,4-difluorophenyl)-N-(1-(4-hydroxy-4-methylcyclohexyl)-3-(2-((2-(2-methoxypyridin-4-yl)propan-2-yl)amino)-2-oxoethyl)azetidin-3-yl)isoxazole-3-carboxamide FC1=C(C=CC(=C1)F)C1=CC(=NO1)C(=O)NC1(CN(C1)C1CCC(CC1)(C)O)CC(=O)NC(C)(C)C1=CC(=NC=C1)OC